OCCC(=O)OCC ethyl β-hydroxypropionate